2'-hydroxyl-adenosine OC1([C@@H](O[C@@H]([C@H]1O)CO)N1C=NC=2C(N)=NC=NC12)O